BrC1=CC(=C(C=C1)CNC)OC 1-(4-bromo-2-methoxyphenyl)-N,N-dimethylamine